CC(CC)C1=CC=2C(N=C1)=NN(C2)C=2C=C(C=CC2F)NC(=O)N2C[C@@H](CC2)F (3R)-N-{3-[5-(butan-2-yl)-2H-pyrazolo[3,4-b]pyridin-2-yl]-4-fluorophenyl}-3-fluoropyrrolidine-1-carboxamide